C(C(=O)OCCN(CC)CC)(=O)OCCN(CC)CC bis(N,N-diethylaminoethyl) oxalate